FC1=CC=C(C=C1)CNC[C@H]1CN(CC1)C (S)-N-(4-fluorophenylmethyl)-1-(1-methylpyrrolidin-3-yl)methylamine